2-oxa-3-oxoindolizidine O=C1OCC2CCCCN12